C(CCCCC)C=C(C(=O)O)CC(=O)O (+)-hexylitaconic acid